C(=O)O.CNC=1N=C(C(=NC1C=1C2=C(C=NC1)N(C=N2)C)C(=O)N)NC=2C=C1C(=NC2)CN(C1)C 5-(Methylamino)3-[(6-methyl-5,7-dihydropyrrolo[3,4-b]pyridin-3-yl)amino]-6-(3-methylimidazo[4,5-c]pyridin-7-yl)pyrazine-2-carboxamide formate